CC1=NN2C(N=C(C=C2NCC(C2=CC=NC=C2)N2CCOCC2)C)=C1 2,5-dimethyl-N-[2-(4-morpholinyl)-2-(4-pyridinyl)ethyl]pyrazolo[1,5-a]pyrimidin-7-amine